2-(trans-4-(((trans-4-(3-Cyano-4-methoxyphenyl)cyclohexyl)-methyl)(3-(2-isopropyloxazol-4-yl)phenyl)carbamoyl)-cyclohexyl)acetic acid C(#N)C=1C=C(C=CC1OC)[C@@H]1CC[C@H](CC1)CN(C(=O)[C@@H]1CC[C@H](CC1)CC(=O)O)C1=CC(=CC=C1)C=1N=C(OC1)C(C)C